(methylcarbamoyl)-6-oxo-1,6-dihydropyridine-3-carboxylic acid methyl ester COC(=O)C1=CN(C(C=C1)=O)C(NC)=O